7-fluoro-4-(2-methoxyphenyl)-6-[1-[3-(triazol-1-yl)propanoyl]-3,6-dihydro-2H-pyridin-5-yl]-1H-indole-2-carboxylic acid FC=1C(=CC(=C2C=C(NC12)C(=O)O)C1=C(C=CC=C1)OC)C1=CCCN(C1)C(CCN1N=NC=C1)=O